OC1=C(C=CC(=C1)C)C=1C(=CC=2C(=NC(=CN2)[C@H]2CN(CCC2)C(=O)OC(C)(C)C)N1)C tert-butyl (3R)-3-[6-(2-hydroxy-4-methyl-phenyl)-7-methyl-pyrido[2,3-b]pyrazin-3-yl]piperidine-1-carboxylate